6-chloro-5'-(5-chloro-2-methylphenyl)-2'-(2-(2-fluoroethoxy)-4-methoxypyrimidin-5-yl)-3'-isopropyl-3'H-spiro[indoline-3,4'-pyrrolo[3,4-d]imidazole]-2,6'(5'H)-dione ClC1=CC=C2C(=C1)NC(C21N(C(C=2N=C(N(C21)C(C)C)C=2C(=NC(=NC2)OCCF)OC)=O)C2=C(C=CC(=C2)Cl)C)=O